(2R)-2-[6-(5-chloro-2-{[trans-4-methoxycyclohexyl]amino}pyrimidin-4-yl)-1-oxo-2,3-dihydro-1H-isoindol-2-yl]-N-[(1S)-2-hydroxy-1-(3-methylphenyl)ethyl]propionamide ClC=1C(=NC(=NC1)N[C@@H]1CC[C@H](CC1)OC)C1=CC=C2CN(C(C2=C1)=O)[C@@H](C(=O)N[C@H](CO)C1=CC(=CC=C1)C)C